2,4,6-Trimethylpyrimidine dihydrate O.O.CC1=NC(=CC(=N1)C)C